C(C1=CC=CC=C1)OC1=C(C=C2C=CC(=CC2=C1)OCCCNC(OC(C)(C)C)=O)C=1N=NC(=CC1)N(C1CC(NC(C1)(C)C)(C)C)C tert-Butyl (3-((7-(benzyloxy)-6-(6-(methyl(2,2,6,6-tetramethylpiperidin-4-yl)amino)pyridazin-3-yl)naphthalen-2-yl)oxy)propyl)carbamate